3-(4-tert-butylphenyl)carbazole C(C)(C)(C)C1=CC=C(C=C1)C=1C=CC=2NC3=CC=CC=C3C2C1